C(=O)O.NC[C@@H](C)NC(=O)N1CCN(CC1)C(C1=C(C=C(C=C1)NC=1C=2N(C=CN1)C(=CN2)C2=C(C(=C(C=C2)OCC#N)F)Cl)C)=O N-[(1R)-2-amino-1-methyl-ethyl]-4-[4-[[3-[2-chloro-4-(cyanomethoxy)-3-fluoro-phenyl]imidazo[1,2-a]pyrazin-8-yl]amino]-2-methyl-benzoyl]piperazine-1-carboxamide formate